C(OC1=C(C(=NN1C1=CC=C(C=C1)OC(F)F)C)C(NC1=CC(=CC=C1)C(C)(F)F)=O)(OCC(Cl)(Cl)Cl)=O 4-((3-(1,1-difluoroethyl)phenyl)carbamoyl)-1-(4-(difluoromethoxy)phenyl)-3-methyl-1H-pyrazol-5-yl (2,2,2-trichloroethyl) carbonate